CN1N=CC(=C1C(F)(F)F)CC(=O)NC1=NNC(=C1)[C@@H]1C[C@@H](CC1)N(C([O-])=O)C1(COCC1)C (1R,3S)-3-[3-({[1-methyl-5-(trifluoromethyl)-1H-pyrazol-4-yl]acetyl}amino)-1H-pyrazol-5-yl]cyclopentyl[(3ξ)-3-methyltetrahydrofuran-3-yl]carbamate